C12=NNC(C=3C=CC=C(NCC1)C23)=O 2,3,10-triazatricyclo[7.3.1.05,13]trideca-1,5(13),6,8-tetraen-4-one